NC=1C=C(C=CC1)N1N=C(C(=C1)C=1C=C2CCNC(C2=CC1)=O)OCC1=CC=C(C=C1)OC 6-(1-(3-aminophenyl)-3-((4-methoxybenzyl)oxy)-1H-pyrazol-4-yl)-3,4-dihydroisoquinolin-1(2H)-one